O[C@H]1[C@H](O[C@@]2([C@@H](CCO2)NC(=O)C2=CN=C3SC=CN32)[C@@H]([C@H]1N1N=NC(=C1)C1=CC(=C(C(=C1)F)F)F)O)CO N-((4R,5S,7R,8R,9S,10R)-8,10-dihydroxy-7-(hydroxymethyl)-9-(4-(3,4,5-Trifluorophenyl)-1H-1,2,3-triazol-1-yl)-1,6-dioxaspiro[4.5]decan-4-yl)imidazo[2,1-b]thiazole-5-carboxamide